tert-Butyl 2-((1S,4S)-5-(5-bromopyrimidin-2-yl)-2,5-diazabicyclo[2.2.1]hept-2-yl)acetate BrC=1C=NC(=NC1)N1[C@@H]2CN([C@H](C1)C2)CC(=O)OC(C)(C)C